2,2,6,6-tetrakis-(carboxyethyl)cyclohexanone ethyl-(±)-4-methyl-8-(trifluoromethyl)-4,5-dihydro-2H-furo[2,3-g]indazole-7-carboxylate C(C)OC(=O)C1=C(C2=C(C[C@H](C3=CNN=C23)C)O1)C(F)(F)F.C(=O)(O)CCC1(C(C(CCC1)(CCC(=O)O)CCC(=O)O)=O)CCC(=O)O |r|